P(=O)(O)(O)CN1CCN(CCNCCN(CC1)CC(=O)O)CC(=O)O 2,2'-(4-(phosphonomethyl)-1,4,7,10-tetraazacyclododecane-1,7-diyl)diacetic acid